5-methoxy-2-(2-cyanophenyl)benzaldehyde COC=1C=CC(=C(C=O)C1)C1=C(C=CC=C1)C#N